1,6-dihydro-7H-imidazo[4,5-b]pyridin N1C=NC=2N=CCCC21